CCCC(C#N)C(=O)N Cyanovaleramide